[6-[6-(4-tert-butoxycarbonylpiperazin-1-yl)-3-pyridinyl]-4-fluoro-1-oxo-isoindolin-2-yl]-2-(6,7-dihydro-5H-pyrrolo[1,2-c]imidazol-1-yl)acetic acid C(C)(C)(C)OC(=O)N1CCN(CC1)C1=CC=C(C=N1)C1=CC(=C2CN(C(C2=C1)=O)C(C(=O)O)C1=C2N(C=N1)CCC2)F